NCC1(C2CCN(CC12)C(=O)OCC1=CC=CC=C1)C1=NOC(=C1)C benzyl 7-(aminomethyl)-7-(5-methylisoxazol-3-yl)-3-azabicyclo[4.1.0]heptane-3-carboxylate